1-methyl-1,2-dihydro-3H-1,2,4-triazole-3-thione CN1NC(N=C1)=S